N'-(3-aminopropyl)-N'-n-dodecyl-1,3-diaminopropane methyl-4-(1-(3-(benzyloxy)-2-(3-heptylureido)-3-oxopropyl)-1H-imidazol-4-yl)benzoate COC(C1=CC=C(C=C1)C=1N=CN(C1)CC(C(=O)OCC1=CC=CC=C1)NC(=O)NCCCCCCC)=O.NCCCN(CCCN)CCCCCCCCCCCC